C1(CC1)N[C@@H]1COC2=C1C=CC(=C2)C(F)(F)F (S)-N-cyclopropyl-6-(trifluoromethyl)-2,3-dihydrobenzofuran-3-amine